C[C@H]1C[C@H](N(C1)C(=O)C1(CC1)C1=CC=C(C=C1)OC(F)(F)F)C(=O)N[C@H](C#C)CC(=O)N (2S,4S)-4-Methyl-N-[(1S)-1-(2-amino-2-oxo-ethyl)prop-2-ynyl]-1-[1-[4-(trifluoro-methoxy)phenyl]cyclopropanecarbonyl]pyrrolidine-2-carboxamide